tris(2,3-dimethyl-2-butoxy)bismuth(III) CC(C)(C(C)C)O[Bi](OC(C)(C(C)C)C)OC(C)(C(C)C)C